3-butyl-2-methyl-1,1-dioxido-5-phenyl-7-(trifluoromethyl)-2,3,4,5-tetrahydrobenzo[f][1,2,5]thiadiazepin-8-yl trifluoromethanesulfonate FC(S(=O)(=O)OC1=CC2=C(N(CC(N(S2(=O)=O)C)CCCC)C2=CC=CC=C2)C=C1C(F)(F)F)(F)F